C(C)SC=1C2=C(C=NC1C1=NC=3C(=NC=C(C3)C(F)(F)F)N1C)N=CS2 7-(ethylthio)-6-[3-methyl-6-(trifluoromethyl)imidazo[4,5-b]pyridin-2-yl][1,3]thiazolo-[4,5-c]pyridine